6'-amino-N-(2-cyclopentyl-6-morpholino-2H-indazol-5-yl)-[2,3'-bipyridine] NC1=CC=C(C=N1)C=1N(CC=CC1)C1=CC2=CN(N=C2C=C1N1CCOCC1)C1CCCC1